O=C1NC(CCC1N1C(C2=CC=CC(=C2C1)N(CCC1(CCCCC1)CNC(OC(C)(C)C)=O)CCCCC)=O)=O tert-butyl ((1-(2-((2-(2,6-dioxopiperidin-3-yl)-1-oxoisoindolin-4-yl)(pentyl)amino)ethyl)cyclohexyl) methyl)carbamate